C(C)OC=1C=CC=C2C3=C(NC12)CN(CC3)CCCOC3=CC=C1CCC(NC1=C3)=O 7-(3-(8-ethoxy-1,3,4,9-tetrahydro-2H-pyrido[3,4-b]indol-2-yl)propoxy)-3,4-dihydroquinolin-2(1H)-one